1-dodecyl-3-methylimidazole dicyanamide salt [N-](C#N)C#N.C(CCCCCCCCCCC)N1CN(C=C1)C